6-chloro-N-(3-methyl-4-{[1,2,4]triazolo[1,5-a]pyridin-7-yloxy}phenyl)pyrido[3,2-d]pyrimidin-4-amine ClC=1C=CC=2N=CN=C(C2N1)NC1=CC(=C(C=C1)OC1=CC=2N(C=C1)N=CN2)C